ClC=1C(N(C(=CC1OCC1=NC=C(C=C1F)F)C)C1=CC(=NC=C1C)C1=NC(=NC=C1)N1CCN(CC1)C)=O 3-chloro-4-((3,5-difluoropyridin-2-yl)methoxy)-5',6-dimethyl-2'-(2-(4-methylpiperazin-1-yl)pyrimidin-4-yl)-2H-[1,4'-bipyridine]-2-one